N-Benzyl-4-(4-((5,6,7,8-tetrahydro-1,6-naphthyridin-3-yl)oxy)-1H-pyrrolo[2,3-b]pyridin-3-yl)pyridin-2-amin C(C1=CC=CC=C1)NC1=NC=CC(=C1)C1=CNC2=NC=CC(=C21)OC=2C=NC=1CCNCC1C2